C(C1=CC=CC=C1)[C@H]1N(CCCCC1)C1=CC(=CC(N1)=O)N1CCOCC1 (S)-6-(2-benzylazepan-1-yl)-4-morpholinopyridin-2(1H)-one